C(C)OC(=O)C=1C(=NC2=C(C=CC=C2C1Cl)C)Cl 8-methyl-2,4-dichloroquinoline-3-carboxylic acid ethyl ester